4-(4-((tetrahydro-2H-pyran-2-yl)oxy)phenethyl)benzene O1C(CCCC1)OC1=CC=C(CCC2=CC=CC=C2)C=C1